(3S,4R)-4-(2,6-Difluoro-4-methoxyphenyl)-3-({5-[4-(difluoromethyl)phenyl]-1,2-oxazol-3-yl}amino)pyrrolidin-2-on 6-propargyl-uridine-triphosphate P(O)(=O)(OP(=O)(O)OP(=O)(O)O)OC[C@@H]1[C@H]([C@H]([C@@H](O1)N1C(=O)NC(=O)C=C1CC#C)O)O.FC1=C(C(=CC(=C1)OC)F)[C@H]1[C@@H](C(NC1)=O)NC1=NOC(=C1)C1=CC=C(C=C1)C(F)F